(E)-4-(2-(6-(2-(2-(2-azidoethoxy)ethoxy)ethoxy)pyridin-3-yl)vinyl)-N-methylaniline N(=[N+]=[N-])CCOCCOCCOC1=CC=C(C=N1)/C=C/C1=CC=C(NC)C=C1